C(C)(C)(C)OC(=O)N=S(=O)(C)C=1OC2=C(C1)C=CC(=C2)C(=O)OC methyl 2-(N-tert-butoxycarbonyl-S-methyl-sulfonimidoyl)benzofuran-6-carboxylate